O[C@H]1C[C@@H](C2(C1)CCNCC2)CC(C)(S(=O)N)C ((1R,3S)-3-hydroxy-8-azaspiro[4.5]decan-1-yl)-2-methylpropan-2-sulfinamide